N-((S)-1-amino-3-(3-fluorophenyl)propan-2-yl)-2-fluoro-5-((R)-5-methyl-7-oxo-5,6,7,8-tetrahydropyrido[2,3-d]pyrimidin-4-yl)benzamide NC[C@H](CC1=CC(=CC=C1)F)NC(C1=C(C=CC(=C1)C=1C2=C(N=CN1)NC(C[C@H]2C)=O)F)=O